C(C)OC(=O)C=1SC(=NN1)[C@H]1N(CCC1)C(=O)OC(C)(C)C (S)-5-(1-(tert-Butoxycarbonyl)pyrrolidin-2-yl)-1,3,4-thiadiazole-2-carboxylic acid ethyl ester